F[C@H]1C[C@H](N2N=C(N=C21)C(CC2OCCCC2)=O)C2=CC=CC=C2 1-((5s,7s)-7-fluoro-5-phenyl-6,7-dihydro-5H-pyrrolo[1,2-b][1,2,4]triazol-2-yl)-2-(tetrahydro-2H-pyran-2-yl)ethan-1-one